ClC=1C=C(CCNCC2=CC(=NC=C2)C=2C=C3CN(C(C3=CC2)=O)C2C(NC(CC2)=O)=O)C=CC1 3-(5-(4-(((3-chlorophenethyl)amino)methyl)pyridin-2-yl)-1-oxoisoindolin-2-yl)piperidine-2,6-dione